N1[C@@H]2[C@@H](OCC1)CN(CC2)C2=C1C=C(C=NC1=NC=C2C2=CC(=CC(=C2)C)Cl)C=2C(=NC=CC2)N 3-{5-[(4aS,8aS)-octahydro-1H-pyrido[3,4-b][1,4]oxazin-6-yl]-6-(3-chloro-5-methylphenyl)-1,8-naphthyridin-3-yl}pyridin-2-amine